OC(C(C(C)(C)C)NC1CCC2(CN(C2)C(=O)[O-])CC1)(C)C 7-((2-hydroxyl-tert-butyl 2-methylpropyl)amino)-2-azaspiro[3.5]nonane-2-carboxylate